ClC=1C(=NC(=NC1)N[C@H]1[C@@H](COCC1)O)C1=CC=2C3=C(C=NC2C=C1)N(C(=N3)C)CC3=CC=C(C=C3)OC (3S,4R)-4-((5-chloro-4-(3-(4-methoxybenzyl)-2-methyl-3H-imidazo[4,5-c]quinolin-8-yl)pyrimidin-2-yl)amino)tetrahydro-2H-pyran-3-ol